BrC=1C=C(C=C(C1)C1=CC=C(C=C1)OC)C1=CC=C(C=C1)OC 5'-bromo-4,4''-dimethoxy-1,1':3',1''-terphenyl